CNC(=S)N1C[C@@H](CCC1)NC(OC(C)(C)C)=O (R)-tert-butyl (1-(methylcarbamothioyl)piperidin-3-yl)carbamate